C1(CC1)NC(=O)C1=NOC2=C1CN(CC2)C(=O)C=2NC1=CC=CC=C1C2 N-cyclopropyl-5-(1H-indole-2-carbonyl)-4H,5H,6H,7H-[1,2]oxazolo[4,5-c]pyridine-3-carboxamide